CC=1C=C(C=CC1C)N1N=C(C=2C=NC=3C=CC(=CC3C21)OC)C2=CC(=CC=C2)N2CCNCC2 1-(3,4-dimethylphenyl)-8-methoxy-3-[3-(piperazin-1-yl)phenyl]-1H-pyrazolo[4,3-c]quinoline